3-((3-(2-((tert-butyldimethylsilyl)oxy)ethoxy)-5-(trifluoromethyl)phenyl)amino)-1-cyclobutylpyrrolidin-2-one [Si](C)(C)(C(C)(C)C)OCCOC=1C=C(C=C(C1)C(F)(F)F)NC1C(N(CC1)C1CCC1)=O